CC(C(=O)OC1C(OC(CCOC(C1CC1=CC=CC=C1)=O)=O)C)C 6-methyl-4,9-dioxo-8-(benzyl)-1,5-dioxacyclononan-7-yl 2-methylpropionate